3-(4-(4-(isopropylamino)-2-(thiazol-5-yl)thieno[2,3-b]pyridin-5-yl)-1H-1,2,3-triazol-1-yl)propan-1-ol C(C)(C)NC1=C2C(=NC=C1C=1N=NN(C1)CCCO)SC(=C2)C2=CN=CS2